N=1N=CN2C1CN(CC2)CC2=C(C(=NC=C2)C=2C=C1CN(C(C1=CC2)=O)C2C(NC(CC2)=O)=O)F 3-(5-(4-((5,6-dihydro-[1,2,4]triazolo[4,3-a]pyrazin-7(8H)-yl)methyl)-3-fluoropyridin-2-yl)-1-oxoisoindolin-2-yl)piperidine-2,6-dione